[O-]C#N.[O-]C#N.C(C=C)C=1C(=C(O)C=CC1C(C)(C)C1=CC=C(C=C1)O)CC=C diallyl-bisphenol a dicyanate